ClC1=CC=CC(=N1)C1=C(N=C2N1CCCC2)C(=O)OCC Ethyl 3-(6-chloropyridin-2-yl)-5,6,7,8-tetrahydroimidazo[1,2-a]pyridine-2-carboxylate